[2-[1,3-benzothiazol-2-yl(hexyl)hydrazonomethyl]-4-(4-ethylcyclohexanecarbonyl)oxy-phenyl] 4-[6-(2-methylprop-2-enoyloxy)hexoxy]benzoate CC(C(=O)OCCCCCCOC1=CC=C(C(=O)OC2=C(C=C(C=C2)OC(=O)C2CCC(CC2)CC)C(=NNCCCCCC)C=2SC3=C(N2)C=CC=C3)C=C1)=C